carbonyl cyanide p-(tri-fluoromethoxy)phenylhydrazone FC(OC1=CC=C(C=C1)NN=C(C#N)C#N)(F)F